C(C)(=O)C=1C=C(C=CC1)NC(=O)NC=1C=C2C(N(C(N(C2=CC1)CCN1CCCCC1)=O)CCN)=O 1-(3-Acetylphenyl)-3-(3-(2-aminoethyl)-2,4-dioxo-1-(2-(piperidin-1-yl)ethyl)-1,2,3,4-tetrahydroquinazolin-6-yl)urea